NC1=C(C=C(C(=O)OC(C)(C)C)C=C1)NCCOC tert-butyl 4-amino-3-(2-methoxyethylamino)benzoate